(2R)-N-((2S)-1-((2-amino-6,7-dihydro-5H-cyclopenta[b]pyridin-5-yl)amino)-1-oxopropan-2-yl)-4-(naphthalen-1-yl)piperidine-2-carboxamide NC1=CC=C2C(=N1)CCC2NC([C@H](C)NC(=O)[C@@H]2NCCC(C2)C2=CC=CC1=CC=CC=C21)=O